(1-Ethyl-4-fluoro-1H-imidazol-5-yl)methanol C(C)N1C=NC(=C1CO)F